COC(C(=O)NC1=NC=C(C=C1)Cl)=O 2-((5-chloropyridin-2-yl)amino)-2-oxo-acetic acid methyl ester